C(C)(C)(C)N(C(O)=O)CC=1C=NC(=CC1)C=1N(C=C(N1)C(F)(F)F)C(C)C.BrC=1C=C(C=CC1Cl)S(=O)(=O)N1CCC(CC1)C1=CC=CC=C1 1-(3-Bromo-4-chloro-phenyl)sulfonyl-4-phenyl-piperidine tert-butyl-((6-(1-isopropyl-4-(trifluoromethyl)-1H-imidazol-2-yl)pyridin-3-yl)methyl)carbamate